C(C1=CC=CC=C1)N1CC(C2(CC1)COC1=C3CN(C(C3=CC=C12)=O)C1C(NC(CC1)=O)=O)O 3-(1'-benzyl-3'-hydroxy-6-oxo-6,8-dihydro-2H,7H-spiro[furo[2,3-e]isoindole-3,4'-piperidin]-7-yl)piperidine-2,6-dione